(7R)-2-{2-[1-(cyclopropylmethyl)-6-[3-(methoxymethyl)azetidin-1-yl]-1H-pyrrolo[2,3-b]pyridin-2-yl]-7-methoxy-1-methyl-1H-1,3-benzodiazole-5-carbonyl}-2-azabicyclo[2.2.1]heptan-7-amine C1(CC1)CN1C(=CC=2C1=NC(=CC2)N2CC(C2)COC)C2=NC1=C(N2C)C(=CC(=C1)C(=O)N1C2CCC(C1)[C@H]2N)OC